3-(6-Chloro-3-methoxy-2-methylphenyl)-6-(6-morpholinopyridin-3-yl)-3,7-dihydro-4H-pyrrolo[2,3-d]pyrimidin-4-one ClC1=CC=C(C(=C1N1C=NC2=C(C1=O)C=C(N2)C=2C=NC(=CC2)N2CCOCC2)C)OC